(1S,3S,5S)-N-((S)-5-(aminomethyl)-2,3-dihydro-1H-pyrrolizin-1-yl)-5-methyl-2-((4-phenoxybutanoyl)glycyl)-2-azabicyclo[3.1.0]hexane-3-carboxamide NCC=1N2CC[C@@H](C2=CC1)NC(=O)[C@H]1N([C@H]2C[C@]2(C1)C)C(CNC(CCCOC1=CC=CC=C1)=O)=O